tert-butyl ((2,4-dichloropyrimidin-5-yl)methyl)(methyl)carbamate ClC1=NC=C(C(=N1)Cl)CN(C(OC(C)(C)C)=O)C